N-((1r,4r)-4-acetamidocyclohexyl)-6-(3-fluoropyridin-4-yl)-4-(isopropylamino)pyrrolo[1,2-b]pyridazine-3-carboxamide C(C)(=O)NC1CCC(CC1)NC(=O)C1=C(C=2N(N=C1)C=C(C2)C2=C(C=NC=C2)F)NC(C)C